C(C)NC(=O)C1=C(C2=C(N(C(C1)=O)CC1=CC(=C(C=C1)C)F)C=CC=C2)O N-ethyl-1-(3-fluoro-4-methylbenzyl)-5-hydroxy-2-oxo-2,3-dihydro-1H-benzo[b]azepine-4-carboxamide